ClC=1C=NN2C1C(=CC(=C2)C=2N=NN(C2C)[C@@H]2[C@@H](CN(CC2)C#N)C)OC(CO)C2=NC=C(C=C2)F |r| (3RS,4SR)-4-[4-[3-chloro-4-[1-(5-fluoro-2-pyridyl)-2-hydroxy-ethoxy]pyrazolo[1,5-a]pyridin-6-yl]-5-methyl-triazol-1-yl]-3-methyl-piperidine-1-carbonitrile